azetidin-1-yl-[3-[4-[8-chloro-7-[2-methyl-3-(2-trimethylsilylethoxymethyl)benzimidazol-5-yl]oxy-quinoxalin-2-yl]pyrazol-1-yl]azetidin-1-yl]methanone N1(CCC1)C(=O)N1CC(C1)N1N=CC(=C1)C1=NC2=C(C(=CC=C2N=C1)OC1=CC2=C(N=C(N2COCC[Si](C)(C)C)C)C=C1)Cl